bis-[γ-(triethoxysilyl)propyl] tetrasulfide C(C)O[Si](CCCSSSSCCC[Si](OCC)(OCC)OCC)(OCC)OCC